(3,5-di-tert-butylphenyl)(trityl)iodonium triflate [O-]S(=O)(=O)C(F)(F)F.C(C)(C)(C)C=1C=C(C=C(C1)C(C)(C)C)[I+]C(C1=CC=CC=C1)(C1=CC=CC=C1)C1=CC=CC=C1